N-[(1S,2S)-2-Hydroxycyclohexyl]-4-(4-carbamoylbenzyl)-pyrrolo[1,2-b]pyridazin-2-carboxamid O[C@@H]1[C@H](CCCC1)NC(=O)C=1C=C(C=2N(N1)C=CC2)CC2=CC=C(C=C2)C(N)=O